6-((2-((3-((2-fluoro-9H-fluoren-9-ylidene)methyl)pyridin-2-yl)oxy)ethyl)amino)-6-oxohexanoic acid FC1=CC=2C(C3=CC=CC=C3C2C=C1)=CC=1C(=NC=CC1)OCCNC(CCCCC(=O)O)=O